3,7-dimethyl-2-(4-(methylsulfonyl)phenyl)-5-(1-(8-(tetrahydro-2H-pyran-4-yl)-8-azabicyclo[3.2.1]oct-3-yl)piperidin-4-yl)-3H-imidazo[4,5-b]pyridine CN1C(=NC=2C1=NC(=CC2C)C2CCN(CC2)C2CC1CCC(C2)N1C1CCOCC1)C1=CC=C(C=C1)S(=O)(=O)C